4-amino-1-(6-aminopyridin-3-yl)-2-oxo-7-(trifluoromethoxy)-1,2-dihydroquinoline NC1=CC(N(C2=CC(=CC=C12)OC(F)(F)F)C=1C=NC(=CC1)N)=O